4-(((R)-1-(3,4-difluorophenyl)ethyl)amino)-2-(2,6-dioxopiperidin-3-yl)isoindoline-1,3-dione FC=1C=C(C=CC1F)[C@@H](C)NC1=C2C(N(C(C2=CC=C1)=O)C1C(NC(CC1)=O)=O)=O